(4-(dimethylamino)piperidin-1-yl)methanone CN(C1CCN(CC1)C=O)C